[2-(6,7-Difluoro-2,4-dimethyl-indol-1-yl)-ethyl]-{6-[3-ethoxy-5-fluoro-4-(1H-tetrazol-5-yl)-phenyl]-pyrimidin-4-yl}-amine FC1=CC(=C2C=C(N(C2=C1F)CCNC1=NC=NC(=C1)C1=CC(=C(C(=C1)F)C1=NN=NN1)OCC)C)C